C(CCC)[N+]1=CSC2=C1C=CC=C2 N-Butylbenzothiazolium